CN1C2CN(C(C1)C2)C(=O)OC2=CC=C1C(=CC=NC1=C2)NC2=CN=NC(=C2)C2=C(C=CC(=C2)Cl)F 4-{[6-(5-chloro-2-fluorophenyl)pyridazin-4-yl]amino}quinolin-7-yl 5-methyl-2,5-diazabicyclo[2.2.1]heptane-2-carboxylate